ClC1=C(C(C(=O)O)=CC(=C1)O)O 3-chlorogentisic acid